Ethyl 5-cyano-1-(4,4,4-trifluorobutyl)-1H-indole-2-carboxylate C(#N)C=1C=C2C=C(N(C2=CC1)CCCC(F)(F)F)C(=O)OCC